FC=1C=CC(=NC1)C(C)N1C[C@@H](N(C[C@H]1C)C=1C=2C(N(C(C1)=O)C)=CN(N2)CC#N)C 2-(7-((2S,5R)-4-(1-(5-fluoropyridin-2-yl)ethyl)-2,5-dimethylpiperazin-1-yl)-4-methyl-5-oxo-4,5-dihydro-2H-pyrazolo[4,3-b]pyridin-2-yl)acetonitrile